[K].FC1=CC(=C(C(=C1)C1=CC(=NC=C1)OC)CC(=O)NS(=O)(=O)C1=NN(C(=C1)C(=O)N(C)C)C)C(C)C 3-(N-(2-(4-Fluoro-2-isopropyl-6-(2-methoxypyridin-4-yl)phenyl)acetyl)sulfamoyl)-N,N,1-trimethyl-1H-pyrazole-5-carboxamide, potassium salt